1-(3-(4-chloro-3,5-dimethylphenoxy)propyl)-4-((2,6-dichlorobenzyl)(m-tolyl)amino)-1H-pyrrole-2-carboxylic acid ClC1=C(C=C(OCCCN2C(=CC(=C2)N(C=2C=C(C=CC2)C)CC2=C(C=CC=C2Cl)Cl)C(=O)O)C=C1C)C